3-(4,4-difluorocyclohexyl)-N-methyl-1-(3-(2-methylthiazol-5-yl)isoquinolin-8-yl)-5,6-dihydroimidazo[1,5-a]pyrazine-7(8H)-carboxamide FC1(CCC(CC1)C1=NC(=C2N1CCN(C2)C(=O)NC)C=2C=CC=C1C=C(N=CC21)C2=CN=C(S2)C)F